FC1(CNCCC1N1CCN(CC1)C1=CC=C(C=C1)C1=CC(=C2CN(C(C2=C1)=O)C(C(=O)NC=1SC=CN1)C1=C2N(C=N1)CCC2)F)F 2-(6-(4-(4-(3,3-difluoropiperidin-4-yl)piperazin-1-yl)phenyl)-4-fluoro-1-oxoisoindolin-2-yl)-2-(6,7-dihydro-5H-pyrrolo[1,2-c]imidazol-1-yl)-N-(thiazol-2-yl)acetamide